NC=1C=CC(=NC1)C(C(C)(C=1C=NN(C1)C([2H])([2H])[2H])C)=O.[Na] sodium 1-(5-aminopyridin-2-yl)-2-methyl-2-(1-(methyl-d3)-1H-pyrazol-4-yl)propan-1-one